3-[(1s,3s)-3-(trifluoromethyl)cyclopentyl]urea FC([C@@H]1C[C@H](CC1)NC(N)=O)(F)F